6-((2-methylpyridin-4-yl)amino)pyrido[4,3-e]pyrrolo[1,2-a]pyrazine-7-carboxylic acid CC1=NC=CC(=C1)NC=1C=2N(C3=C(N1)C=CN=C3)C=CC2C(=O)O